1,2-Cyclohexanedicarboxylic acid diisocyanate C1(C(CCCC1)C(=O)N=C=O)C(=O)N=C=O